OC=1C=CC(=C2CCCN(C12)C(C)=O)C 1-(8-hydroxy-5-methyl-3,4-dihydroquinolin-1(2H)-yl)ethan-1-one